C(CC)OC(C1=C(C(=O)O)C(C(=O)O)=C(C(=O)O)C(C(=O)O)=C1C(=O)O)=O mellitic acid propyl ester